N1(CCC1)C1(CN(CC1)C1=C(C(=C(C(=C1)F)S(=O)(=O)NC1=NC(=CC=C1)F)F)Cl)C 4-(3-(azetidin-1-yl)-3-methylpyrrolidin-1-yl)-3-chloro-2,6-difluoro-N-(6-fluoropyridin-2-yl)benzenesulfonamide